N6-Propargyladenosine C(C#C)NC=1C=2N=CN([C@H]3[C@H](O)[C@H](O)[C@@H](CO)O3)C2N=CN1